C(C)(C)OC=1N(N=C2C(=CC(=CC12)C(F)(F)F)C(=O)OC)COC methyl 3-isopropoxy-2-(methoxymethyl)-5-(trifluoromethyl)indazole-7-carboxylate